BrC=1C(=C(C=CC1)NC1=NC=NC2=CC3=C(C=C12)OC[C@H](O3)CN(C)C)F |r| (±)-N-(3-Bromo-2-fluorophenyl)-8-[(dimethylamino)methyl]-7,8-dihydro[1,4]dioxino[2,3-g]quinazolin-4-amine